2-methylsulfonyl-5-(4,4,5,5-tetramethyl-1,3,2-dioxaborolan-2-yl)pyridine CS(=O)(=O)C1=NC=C(C=C1)B1OC(C(O1)(C)C)(C)C